C(C)(=O)N1[C@@H](CN(CC1)C(=O)OC(C)(C)C)C1=CC(=NC(=C1)Cl)Br (R)-tert-butyl 4-acetyl-3-(2-bromo-6-chloropyridin-4-yl)piperazine-1-carboxylate